Ethyl 2-[5-acetamido-3-phenyl-4-(2-phenylethynyl)-1H-pyrazol-1-yl]acetate C(C)(=O)NC1=C(C(=NN1CC(=O)OCC)C1=CC=CC=C1)C#CC1=CC=CC=C1